C[C@@H]1CN(CCN1)C1=CC=C(C=N1)C1=NNC2=C1N=C(N=C2)N2CCCCC2 (R)-3-(6-(3-methylpiperazin-1-yl)pyridin-3-yl)-5-(piperidin-1-yl)-1H-pyrazolo[4,3-d]pyrimidine